1-cyclopentyl-3-[[2-(difluoro-methoxy)pyridin-4-yl]methyl]urea C1(CCCC1)NC(=O)NCC1=CC(=NC=C1)OC(F)F